tert-butyl (4-(3-chloro-4-fluorophenyl)-5-cyclopropylthiazol-2-yl)carbamate ClC=1C=C(C=CC1F)C=1N=C(SC1C1CC1)NC(OC(C)(C)C)=O